C(C)OC(=O)[C@H]1[C@H]2CC([C@H]([C@@H]1NC(=O)OCC1=CC=CC=C1)CC2)=C=O (1R,2S,3S,4R)-3-(((benzyloxy)carbonyl)amino)-5-carbonylbicyclo[2.2.2]octane-2-carboxylic acid ethyl ester